C(C)(C)(C)N1N=C(C=C1C1CC(CO1)=O)[N+](=O)[O-] 5-(1-(tert-butyl)-3-nitro-1H-pyrazol-5-yl)dihydrofuran-3(2H)-one